(S)-N-(5-chloro-4-methylthiazol-2-yl)-2-(3,4-dicyanophenyl)-2-((R)-3,3-difluorocyclopentyl)acetamide ClC1=C(N=C(S1)NC([C@@H]([C@H]1CC(CC1)(F)F)C1=CC(=C(C=C1)C#N)C#N)=O)C